COC=1C=C(C=CC1OC)C=1C(=NN2C1N=CC1=CC=CC=C21)C (3,4-dimethoxyphenyl)-2-methylpyrazolo[1,5-a]quinazoline